NC1=C(C=2C(=C3C(=NC2C=C1)C1=CC2=C(C(N1C3)=O)COC([C@]2(O)CC)=O)C)C (S)-9-amino-4-ethyl-4-hydroxy-10,11-dimethyl-1,12-dihydro-14H-pyrano[3',4':6,7]indolizino[1,2-b]quinoline-3,14(4H)-dione